N1(CCCCC1)C(=O)OCOC1=NC2=CC(=CC=C2C=C1)OCCCCN1CCN(CC1)C1=CC=CC=2SC=CC21 (7-(4-(4-(benzo[b]thiophen-4-yl)piperazin-1-yl)butoxy)quinolin-2-yloxy)methyl piperidine-1-carboxylate